tert-butyl (S)-2-((2-((4-cyano-2-fluorobenzyl) oxy)-8,9-dihydropyrido[3',2':4,5]pyrrolo[1,2-a]pyrazin-7(6H)-yl) methyl)-1-((oxetan-2-yl) methyl)-1H-benzo[d]imidazole-6-carboxylate C(#N)C1=CC(=C(COC=2C=CC=3C=C4N(CCN(C4)CC4=NC5=C(N4C[C@H]4OCC4)C=C(C=C5)C(=O)OC(C)(C)C)C3N2)C=C1)F